IC1(CC(C[C@H](N)C(=O)O)=CC(=C1OC1=CC=C(C=C1)O)I)I 3,3,5-triiodothyronine